CC=1N=CNC1C 4,5-dimethyl-1H-imidazol